4-((3-chlorobenzyl)amino)-6-(3,5-dimethylisoxazol-4-yl)-N-((4-methylpyridin-3-yl)methyl)quinazoline-2-carboxamide Ruthenium [Ru].ClC=1C=C(CNC2=NC(=NC3=CC=C(C=C23)C=2C(=NOC2C)C)C(=O)NCC=2C=NC=CC2C)C=CC1